2-(2,2,3,3,3-Pentafluoropropoxy)-3-[4-(2,2,2-trifluoroethoxy)phenyl]-5,7-dihydro-3H-pyrrolo[2,3-d]pyrimidine-4,6-dione FC(COC=1N(C(C2=C(N1)NC(C2)=O)=O)C2=CC=C(C=C2)OCC(F)(F)F)(C(F)(F)F)F